FC=1C(=C(C=CC1F)[C@@H]1[C@H](O[C@]([C@H]1C)(C(F)(F)F)C)C(=O)NC1=CN=CC(=N1)C(=O)N)OC 6-[[(2S,3R,4S,5R)-3-(3,4-difluoro-2-methoxy-phenyl)-4,5-dimethyl-5-(trifluoromethyl)tetrahydrofuran-2-carbonyl]amino]pyrazine-2-carboxamide